C(C)(C)(C)OC(=O)N[C@H](C(=O)OCC1=CC=CC=C1)CC1=NC(=NO1)C1=CC=C(C=C1)OC1=NC=C(C=C1F)C1=CC=NN1C1OCCCC1 benzyl (2S)-2-((tert-butoxycarbonyl)amino)-3-(3-(4-((3-fluoro-5-(1-(tetrahydro-2H-pyran-2-yl)-1H-pyrazol-5-yl)pyridin-2-yl)oxy)phenyl)-1,2,4-oxadiazol-5-yl)propanoate